(tert-butoxycarbonyl)-6-(methylsulfonyl)-1,2,3,4-tetrahydroisoquinoline-1-carboxylic acid C(C)(C)(C)OC(=O)C1(NCCC2=CC(=CC=C12)S(=O)(=O)C)C(=O)O